7-Hydroxy-decanoic acid OC(CCCCCC(=O)O)CCC